OC1=C(C=CC(=C1)OCCCCCCCC)N1N=C2C(=N1)C=CC=C2 2-(2-hydroxy-4-octyloxyphenyl)-benzotriazole